[Mg+2].[Ca+2].O[C@@H](CC(=O)[O-])C.O[C@@H](CC(=O)[O-])C.O[C@@H](CC(=O)[O-])C.O[C@@H](CC(=O)[O-])C (R)-3-hydroxybutyric acid calcium magnesium salt